C(C)(=O)N1[C@H]([C@@H]([C@H](C2=CC(=CC=C12)C(=O)NC1CCOCC1)NC1=NC=CC(=N1)C)C)C1CC1 (2S,3R,4R)-1-acetyl-2-cyclopropyl-3-methyl-4-((4-methylpyrimidin-2-yl)amino)-N-(tetrahydro-2H-pyran-4-yl)-1,2,3,4-tetrahydroquinoline-6-carboxamide